CC(CCO)CCCC(C)C l-3,7-dimethyloctan-1-ol